C(CCCCCCCCCCCCC)(=O)OC[C@H](COP(=O)(O)OCC(COC(CCN(CC(C)C)C(=O)OC(C)(C)C)=O)OC(CCN(CC(C)C)C(=O)OC(C)(C)C)=O)OC(CCCCCCCCCCCCC)=O (2R)-3-(((2,3-bis((3-((tert-butoxycarbonyl) (isobutyl)-amino)propanoyl)oxy)propoxy)(hydroxy)phosphoryl)oxy)propane-1,2-diyl ditetradecanoate